p-methylbenzyl 3-pyrroline-1-carboxylate N1(CC=CC1)C(=O)OCC1=CC=C(C=C1)C